NC1=C2C(=NC=N1)N(N=C2C2=CC=C(C=C2)OC2=CC(=CC=C2)F)C2CC1CN(C2C1)C(C=C)=O 1-(6-(4-amino-3-(4-(3-fluorophenoxy)phenyl)-1H-pyrazolo[3,4-d]pyrimidin-1-yl)-2-azabicyclo[2.2.1]heptan-2-yl)prop-2-en-1-one